OCCCCOCC(=O)OC(C)(C)C tert-butyl 2-(4-hydroxybutoxy)acetate